Cl.OCC1CNCC(N1)=O 6-(hydroxymethyl)piperazin-2-one hydrochloride